N1=C(C=CC=C1)N1N=CC=C1C(C)=O 1-[2-(2-pyridyl)pyrazol-3-yl]ethanone